dimethyl (1S,2S)-cyclopropane-1,2-dicarboxylate [C@H]1([C@H](C1)C(=O)OC)C(=O)OC